COC1=CC=C(C=C1)C1=NC=CC=C1NC1=CC=C(C=C1)C1=NN=CN1C 2-(4-methoxyphenyl)-N-[4-(4-methyl-4H-1,2,4-triazol-3-yl)phenyl]Pyridin-3-amine